N-(5-Chloro-1H-indol-3-yl)-7-fluoro-1-methyl-5-(trifluoromethyl)-1H-benzo[d]imidazol-2-amine ClC=1C=C2C(=CNC2=CC1)NC1=NC2=C(N1C)C(=CC(=C2)C(F)(F)F)F